sodium 2,5-dihydroxybenzenesulfonate salt OC1=C(C=C(C=C1)O)S(=O)(=O)[O-].[Na+]